23-(tert-Butyl) 1-methyl (R)-14,19-dioxo-22-(4,7,10-tris(2-(tert-butoxy)-2-oxoethyl)-1,4,7,10-tetraazacyclododecan-1-yl)-4,7,10-trioxa-13,15,18-triazatricosanedioate O=C(NCCOCCOCCOCCC(=O)OC)NCCNC(CC[C@H](C(=O)OC(C)(C)C)N1CCN(CCN(CCN(CC1)CC(OC(C)(C)C)=O)CC(OC(C)(C)C)=O)CC(=O)OC(C)(C)C)=O